N[C@H](C(=O)NCCC1CCN(CC1)CC1=CC=C(C=C1)CN1C2=NC(=NC(=C2NC1=O)N)OCCCC)CC1=CC=C(C=C1)N (S)-2-amino-N-(2-(1-(4-((6-amino-2-butoxy-8-oxo-7,8-dihydro-9H-purin-9-yl)methyl)benzyl)piperidin-4-yl)ethyl)-3-(4-aminophenyl)propanamide